C(C)(C)OC1=CC=CC(=N1)B(O)O 6-(ISO-PROPOXY)PYRIDINE-2-BORONIC ACID